FC(C(=O)[O-])(F)F.[O-]S(=O)(=O)C(F)(F)F.[Sc+2] scandium triflate (trifluoroacetate)